CC1=CC=C(C=C1)S(=O)(=O)NC(N)=O 3-p-toluenesulfonyl-urea